benzyl (1-(4-(1-(4-(trifluoromethoxy)phenyl)-1H-1,2,4-triazol-3-yl)benzyl)cyclopropyl)carbamate FC(OC1=CC=C(C=C1)N1N=C(N=C1)C1=CC=C(CC2(CC2)NC(OCC2=CC=CC=C2)=O)C=C1)(F)F